N1(N=CC=C1)CCOC1=C2C(=NC(=C1)C1=CN(C3=CN=C(C=C31)NC(C)=O)C)C3(OCC2)COCC3 N-(3-(4'-(2-(1H-pyrazol-1-yl)ethoxy)-4,5,5',6'-tetrahydro-2H-spiro[furan-3,8'-pyrano[3,4-b]pyridin]-2'-yl)-1-methyl-1H-pyrrolo[2,3-c]pyridin-5-yl)acetamide